isopropyl-dipropynyloxymethyl-amine C(C)(C)NC(OC#CC)OC#CC